C(C=C)(=O)OCCCO 2-hydroxy-ethylmethyl acrylate